4-(2-(4-(5-chloro-2-(1H-1,2,3-triazol-1-yl)phenyl)-2,5-dioxapiperazin-1-yl)-3-phenylpropionamido)benzoic acid tert-butyl ester C(C)(C)(C)OC(C1=CC=C(C=C1)NC(C(CC1=CC=CC=C1)N1OCN(OC1)C1=C(C=CC(=C1)Cl)N1N=NC=C1)=O)=O